FC1=CC=C(C=C1)N1C(=NC2=C1C=NC=C2)C=2C=NC(=NC2)NCC(C)(O)C 1-({5-[3-(4-Fluorophenyl)-3H-imidazo[4,5-c]pyridin-2-yl]pyrimidin-2-yl}amino)-2-methylpropan-2-ol